(4-(isopropylamino)-6-((2-(trifluoromethyl)pyridin-4-yl)amino)-1,3,5-triazin-2-yl)pyridin-2(1H)-one C(C)(C)NC1=NC(=NC(=N1)NC1=CC(=NC=C1)C(F)(F)F)N1C(C=CC=C1)=O